ClC=1C=C(C(=NC1)OC)S(=O)(=O)NC1=NC=NC(=C1F)C1=CC=C2C(=NNC2=C1F)C=1NC=CN1 5-chloro-N-(5-fluoro-6-(7-fluoro-3-(1H-imidazol-2-yl)-1H-indazol-6-yl)pyrimidin-4-yl)-2-methoxypyridine-3-sulfonamide